N-((1r,2r,4s)-rel-7-azabicyclo[2.2.1]heptan-2-yl)-2,4-dinitrobenzenesulfonamide [C@H]12[C@@H](C[C@H](CC1)N2)NS(=O)(=O)C2=C(C=C(C=C2)[N+](=O)[O-])[N+](=O)[O-] |o1:0,1,3|